FC1=CC=C(C=C1)N1N=NC(=C1COC1=NC=2CCN(CC2C=C1)C(=O)C1CCO1)C 2-{[1-(4-fluorophenyl)-4-methyl-1H-1,2,3-triazol-5-yl]methoxy}-6-(oxetan-4-carbonyl)-5,6,7,8-tetrahydro-1,6-naphthyridine